1-((1R,2R)-2-fluorocyclopropane-1-carbonyl)azetidin-3-yl (8-amino-7-fluoro-6-(4-methyl-5,6,7,8-tetrahydro-1,5-naphthyridin-3-yl)isoquinolin-3-yl)carbamate NC=1C(=C(C=C2C=C(N=CC12)NC(OC1CN(C1)C(=O)[C@@H]1[C@@H](C1)F)=O)C=1C=NC=2CCCNC2C1C)F